N,N-dimethyl-3-((4-(2-(6-methylpyridin-2-yl)pyrazolo[1,5-a]pyridin-3-yl)quinolin-7-yl)oxy)propan-1-amine CN(CCCOC1=CC=C2C(=CC=NC2=C1)C=1C(=NN2C1C=CC=C2)C2=NC(=CC=C2)C)C